FC(C1=NC=CC=C1C(=O)NC1=C2[C@@H](CC(C2=CC=C1)(C)C)CC(C)C)F 2-(difluoromethyl)-N-[(3R)-3-isobutyl-1,1-dimethylindan-4-yl]pyridine-3-carboxamide